tert-butyl (1s,2r,4r,5r)-4-iodo-7-oxo-6-oxabicyclo[3.2.1]octane-2-carboxylate I[C@@H]1C[C@H]([C@H]2C(O[C@@H]1C2)=O)C(=O)OC(C)(C)C